IC1=CNC(C2=CC=NC=C12)=O 4-iodo-2,6-naphthyridin-1(2H)-one